FC(C=1C(=C(C=CC1)[C@@H](C)NC=1C2=C(N=CN1)N(C(C(=C2)N2CCS(CC2)(=O)=O)=O)CCCOCCCC=O)F)(C2CCNCC2)F (R)-4-(3-(4-((1-(3-(difluoro(piperidin-4-yl)methyl)-2-fluorophenyl)ethyl)amino)-6-(1,1-dioxidothiomorpholino)-7-oxopyrido[2,3-d]pyrimidin-8(7H)-yl)propoxy)butanal